ClC=1C=C(C=C(C1)Cl)C1=NC(=CC(=C1)CN1CCC2(CN(C2)C(CO)=O)CC1)OC=1C=NC(=NC1)N1CCN(CC1)C 1-(7-((2-(3,5-dichloro-phenyl)-6-((2-(4-methyl-piperazin-1-yl)pyrimidin-5-yl)oxy)pyridin-4-yl)methyl)-2,7-diazaspiro[3.5]nonan-2-yl)-2-hydroxyethanone